4-Tert-butylcyclohexylamine C(C)(C)(C)C1CCC(CC1)N